N-(5,6-dichloro-1H-1,3-benzodiazol-2-yl)azepane-1-carboxamide ClC1=CC2=C(NC(=N2)NC(=O)N2CCCCCC2)C=C1Cl